CS(=O)CCN1N=CC=C1C(=O)N 2-(2-methylsulfinylethyl)pyrazole-3-carboxamide